cyclohexane-One C1(CCCCC1)=O